24-[Hydroxy(2-methoxyphenyl)methyl]-5α-cholane-3β,4β-diol OC(CCC[C@@H](C)[C@H]1CC[C@H]2[C@@H]3CC[C@H]4[C@H]([C@H](CC[C@]4(C)[C@H]3CC[C@]12C)O)O)C1=C(C=CC=C1)OC